N-[4-fluoro-5-(6-methylsulfonylpyridin-3-yl)-2-[rac-(3R,5S)-3,4,5-trimethylpiperazin-1-yl]phenyl]-6-oxo-4-(trifluoromethyl)-1H-pyridine-3-carboxamide FC1=CC(=C(C=C1C=1C=NC(=CC1)S(=O)(=O)C)NC(=O)C1=CNC(C=C1C(F)(F)F)=O)N1C[C@H](N([C@H](C1)C)C)C |r|